(R)-(E)-3-((3-butyl-5-(4-fluorophenyl)-7-(methylsulfanyl)-1,1-dioxo-2,3,4,5-tetrahydro-1,5-benzothiazepin-8-yl)oxy)acrylic acid C(CCC)[C@H]1CS(C2=C(N(C1)C1=CC=C(C=C1)F)C=C(C(=C2)O/C=C/C(=O)O)SC)(=O)=O